C(C)C=1C=C(C=CC1OC1=C2C(=NC=C1)NC=C2)N2C(N(CC2=O)C=2C=NC=C(C2)C(F)(F)F)=O 3-[3-ethyl-4-(1H-pyrrolo[2,3-b]pyridin-4-yloxy)phenyl]-1-[5-(trifluoromethyl)-3-pyridinyl]-2,4-imidazolidinedione